8-(2-hydroxyethoxy)-1-methyl-3-({[(3S)-1-(6-methylpyridin-3-yl)piperidin-3-yl][(2-methylpyridin-4-yl)methyl]amino}methyl)-1,4-dihydroquinolin-4-one OCCOC=1C=CC=C2C(C(=CN(C12)C)CN(CC1=CC(=NC=C1)C)[C@@H]1CN(CCC1)C=1C=NC(=CC1)C)=O